racemic-trans-2,2-dichloro-3-(4-fluoro-3-(trifluoromethyl)phenyl)cyclopropane-1-carboxylic acid ClC1([C@H]([C@@H]1C1=CC(=C(C=C1)F)C(F)(F)F)C(=O)O)Cl |r|